C(#N)CC1CC(CCC1O)NC1=C2C(=NC=C1C(=O)OCC)NC=C2 ethyl 4-((3-(cyanomethyl)-4-hydroxycyclohexyl)amino)-1H-pyrrolo[2,3-b]pyridine-5-carboxylate